(S)-N-((4-carbamimidoylthiophen-2-yl)methyl)-4-(difluoromethylene)-1-((4-phenoxybenzoyl)glycyl)pyrrolidine-2-carboxamide C(N)(=N)C=1C=C(SC1)CNC(=O)[C@H]1N(CC(C1)=C(F)F)C(CNC(C1=CC=C(C=C1)OC1=CC=CC=C1)=O)=O